{[1'-(2,2-difluoropropyl)-1,2-dihydrospiro[indole-3,4'-piperidin]-1-yl]sulfonyl}-N,N-dimethylbenzene-1-sulfonamide FC(CN1CCC2(CC1)CN(C1=CC=CC=C12)S(=O)(=O)C1=C(C=CC=C1)S(=O)(=O)N(C)C)(C)F